(S)-1-(4-((4'-((3-fluoropiperidin-1-yl)methyl)-[1,1'-biphenyl]-4-yl)methyl)phenyl)-5-methyl-1H-1,2,4-triazole-3-carboxamide F[C@@H]1CN(CCC1)CC1=CC=C(C=C1)C1=CC=C(C=C1)CC1=CC=C(C=C1)N1N=C(N=C1C)C(=O)N